phenyl-diphenylsulfonium C1(=CC=CC=C1)[S+](C1=CC=CC=C1)C1=CC=CC=C1